1-isopropyl-3-methylenecycloheptane C(C)(C)C1CC(CCCC1)=C